tert-Butyl ((trans-4-(chlorocarbonyl)cyclohexyl)methyl)carbamate ClC(=O)[C@@H]1CC[C@H](CC1)CNC(OC(C)(C)C)=O